NC1=CC=C(C(=N1)CC)C=1C=CC=C2C=CC(=NC12)C(=O)N(C(C)C)CC 8-(6-amino-2-ethylpyridin-3-yl)-N-ethyl-N-isopropylquinoline-2-carboxamide